(11R) or (11S)-11-methyl-8,14-dioxa-10,19,20-triazatetracyclo[13.5.2.12,6.018,21]tricosa-1(20),2(23),3,5,15(22),16,18(21)-heptaen-9-one C[C@H]1NC(OCC2=CC=CC(C3=NNC=4C=CC(OCC1)=CC34)=C2)=O |o1:1|